C1(CCCCC1)C1(CCC(CC1)=O)C#N 1-cyclohexyl-4-oxocyclohexane-1-carbonitrile